O=C1NC(CCC1NC1=CC=C(C=C1)C1CCN(CC1)CC1=CC=C(C=C1)C1=CC=2C(=NC=CC2C2=CC(=C(C=C2)CNC(OC(C)(C)C)=O)C)S1)=O tert-butyl N-[[4-[2-[4-[[4-[4-[(2,6-dioxo-3-piperidyl)amino]phenyl]-1-piperidyl]methyl]phenyl]thieno[2,3-b]pyridin-4-yl]-2-methyl-phenyl]methyl]carbamate